6-(4-(3,4-dichlorophenyl)-5-isobutylthiazol-2-yl)picolinic acid ClC=1C=C(C=CC1Cl)C=1N=C(SC1CC(C)C)C1=CC=CC(=N1)C(=O)O